Ethyl-2-oxo-N-(tetrahydrofuran-3-yl)-1,2-dihydrobenzo[cd]indole-6-sulfonamide C(C)N1C(C2=C3C(C(=CC=C13)S(=O)(=O)NC1COCC1)=CC=C2)=O